FC1(CC1)C(=O)N[C@H](C(=O)N1[C@@H](C[C@H](C1)O)C(=O)NCC1=C(C=C(C=C1)C1=C(N=CS1)C)O)C(C)(C)C (2S,4R)-1-((S)-2-(1-fluorocyclopropanecarboxamido)-3,3-dimethylbutanoyl)-4-hydroxy-N-(2-hydroxy-4-(4-methylthiazol-5-yl)benzyl)pyrrolidine-2-carboxamide